BrC1=C(C=CC(=C1)N1C(N(C(CC1)=O)CC1=CC=C(C=C1)OC)=O)C=1CCN(CC1)C(=O)OC(C)(C)C tert-butyl 4-[2-bromo-4-[3-[(4-methoxyphenyl) methyl]-2,4-dioxo-hexahydropyrimidin-1-yl] phenyl]-3,6-dihydro-2H-pyridine-1-carboxylate